BrC=1C=C2C(=NN(C(C2=CC1)=O)CC(=O)NC1=NC=C(C=N1)C)O[C@H]1[C@@H](C1)C 2-[6-bromo-4-[trans-2-methylcyclopropyl]oxy-1-oxophthalazin-2-yl]-N-(5-methylpyrimidin-2-yl)acetamide